C(C1=CC=CC=C1)OC(=O)N1[C@H](CCC1)C(N(C(C(=O)NCC(C)(C)O)C=1C=NC=CC1)C1=CC=C(C=C1)C(C)(C)C)=O (2R)-benzyl-2-((4-(tert-butyl)phenyl)(2-((2-hydroxy-2-methylpropyl)amino)-2-oxo-1-(pyridin-3-yl)ethyl)carbamoyl)pyrrolidine-1-carboxylate